1-[3-[4-(3-Chloro-2-fluoro-anilino)-7-methoxy-quinazolin-6-yl]-3-methyl-azetidin-1-yl]prop-2-en-1-one ClC=1C(=C(NC2=NC=NC3=CC(=C(C=C23)C2(CN(C2)C(C=C)=O)C)OC)C=CC1)F